lithium 3-methyl-6-(((1-methylcyclobutyl)amino)methyl)imidazo[1,2-a]pyridine-8-carboxylate CC1=CN=C2N1C=C(C=C2C(=O)[O-])CNC2(CCC2)C.[Li+]